FC1=C2C=C(NC2=CC=C1)C(=O)N1CCC(CC1)C=1C=C2CN(C(C2=CC1)=O)C1C(NC(CC1)=O)=O 3-(5-(1-(4-fluoro-1H-indole-2-carbonyl)piperidin-4-yl)-1-oxoisoindolin-2-yl)piperidine-2,6-dione